C(C1=CC=CC=C1)C1=CCC2=CC=CC=C12 3-Benzyl-1H-inden